[Ni].[Al].P1CC=CC1 3-phospholine aluminum nickel